Cl.O1C(=CC=C1)C(N)=N furan-2-carboximidamide hydrochloride